ClC1=NC(=C2N=C(N(C2=N1)C[C@H]1OCCC1)C)N1[C@H](CN([C@@H](C1)C)C(C1=CC=C(C=C1)C(F)(F)F)C1CC(C1)(F)F)C 2-chloro-6-((2S,5R)-4-((3,3-difluorocyclobutyl)(4-(trifluoromethyl)phenyl)methyl)-2,5-dimethylpiperazin-1-yl)-8-methyl-9-(((S)-tetrahydrofuran-2-yl)methyl)-9H-purine